N-methyl-2-(N-methyl-N-phenylsulfamoyl)-N-phenylbenzamide CN(C(C1=C(C=CC=C1)S(N(C1=CC=CC=C1)C)(=O)=O)=O)C1=CC=CC=C1